(R)-1-(2-chloropyridin-3-yl)ethyl (4-(5-(3-((tert-butoxycarbonyl)amino)bicyclo[1.1.1]pentane-1-carboxamido)pyridin-2-yl)-1-methyl-1H-1,2,3-triazol-5-yl)carbamate C(C)(C)(C)OC(=O)NC12CC(C1)(C2)C(=O)NC=2C=CC(=NC2)C=2N=NN(C2NC(O[C@H](C)C=2C(=NC=CC2)Cl)=O)C